2,3,5-tribenzyloxy-d-ribonic acid C(C1=CC=CC=C1)O[C@@](C(=O)O)(O)[C@](O)([C@H](O)C(O)OCC1=CC=CC=C1)OCC1=CC=CC=C1